NONYLPHENOL CCCCCCCCCC1C=CC(O)=CC=1